NCCNC(CCCOC1=C(C=C(C(=C1)[N+](=O)[O-])CO)OC)=O N-(2-aminoethyl)-4-(4-(hydroxymethyl)-2-methoxy-5-nitrophenoxy)butanamide